6-((1r,4r)-4-(2-ethyl-6-(trifluoromethyl)pyridin-3-yl)cyclohexyl)-2-thia-6-azaspiro[3.4]octane 2,2-dioxide C(C)C1=NC(=CC=C1C1CCC(CC1)N1CC2(CS(C2)(=O)=O)CC1)C(F)(F)F